[2-(aminomethyl)-3,3-difluoro-allyl]-4-[4-(4-piperazin-1-ylphenyl)-2-pyridinyl]-1,2,4-triazol-3-one bistrifluoroacetate salt FC(C(=O)O)(F)F.FC(C(=O)O)(F)F.NCC(CC=1N(C(NN1)=O)C1=NC=CC(=C1)C1=CC=C(C=C1)N1CCNCC1)=C(F)F